C(C1=CC=CC=C1)NC(N(C1=CC=C(C=C1)N1CC2(COC2)CCC1)[C@@H]1CC[C@H](CC1)NC1=NC=C(C=C1)C#N)=O 3-benzyl-1-(trans-4-((5-cyanopyridin-2-yl)amino)cyclohexyl)-1-(4-(2-oxa-6-azaspiro[3.5]nonan-6-yl)phenyl)urea